C[N+]1(C(C(C2=CC=CC=C12)(C)C)C)S(=O)(=O)[O-] 1,2,3,3-tetramethylindoliumsulfonate